1-((1R,5S,6r)-6-(1H-1,2,3-triazol-5-yl)-3-azabicyclo[3.1.0]hexan-3-yl)-3-(5-((2,3-dihydro-1H-inden-2-yl)amino)-1,3,4-thiadiazol-2-yl)propan-1-one N1N=NC=C1C1[C@H]2CN(C[C@@H]12)C(CCC=1SC(=NN1)NC1CC2=CC=CC=C2C1)=O